CN(CCCNC(OC1=CC=C(C=C1)C1=C(C=C2C(=N1)N(N=C2NC(C2=CN=CC=C2)=O)CCCCC2CC2)Br)=O)C 4-(5-bromo-1-(4-cyclopropylbutyl)-3-(nicotinamido)-1H-pyrazolo[3,4-b]pyridin-6-yl)phenyl (3-(dimethylamino)propyl)carbamate